SNC1=NC(=NC(=N1)N)N mercaptomelamine